N-((S)-1-(5-(((S)-5-Chloro-2,3-dihydro-1H-inden-2-yl)amino)pyridin-2-yl)-2,2,2-trifluoroethyl)-N-methyl-3-(methylsulfonamido)bicyclo[1.1.1]pentane-1-carboxamide ClC=1C=C2C[C@H](CC2=CC1)NC=1C=CC(=NC1)[C@@H](C(F)(F)F)N(C(=O)C12CC(C1)(C2)NS(=O)(=O)C)C